3-(5-Amino-2-((3-methylpyridin-2-yl)methoxy)-8-(pyrimidin-4-yl)-[1,2,4]triazolo[1,5-c]pyrimidin-7-yl)benzonitrile NC1=NC(=C(C=2N1N=C(N2)OCC2=NC=CC=C2C)C2=NC=NC=C2)C=2C=C(C#N)C=CC2